4-[(cis)-3-hydroxy-3-methylcyclobutyl]-7-(4,4,5,5-tetramethyl-1,3,2-dioxaborolan-2-yl)-3H,4H-pyrido[2,3-b]pyrazin-3-one OC1(CC(C1)N1C2=C(N=CC1=O)C=C(C=N2)B2OC(C(O2)(C)C)(C)C)C